2,4,5,7-tetraiodo-6-hydroxy-3-fluorenone IC1=CC2=CC3=CC(=C(C(=C3C2=C(C1=O)I)I)O)I